tert-butyl N-{6-[(2S)-2-[(tert-butoxycarbonyl)amino]propyl]-7-hydroxythieno[3,2-c]pyridazin-4-yl}-N-(thiophen-2-ylmethyl)carbamate C(C)(C)(C)OC(=O)N[C@H](CC1=C(C=2N=NC=C(C2S1)N(C(OC(C)(C)C)=O)CC=1SC=CC1)O)C